5-(5-(5-butoxyhexyloxy)hexyloxy)hexanol C(CCC)OC(CCCCOC(CCCCOC(CCCCO)C)C)C